NC1=NN2C(C=C(C=C2)C=2C=C(C(N(C2)C)=O)C(=O)NC(C)C2=C(C=CC=C2)OC(F)(F)F)=N1 5-(2-amino-[1,2,4]triazolo[1,5-a]pyridin-7-yl)-1-methyl-2-oxo-N-(1-(2-(trifluoromethoxy)phenyl)ethyl)-1,2-dihydropyridine-3-carboxamide